C1(CCCC1)N1C(C(=CC2=C1N=C(N=C2)NC2CCN(CC2)S(=O)(=O)C)CC#N)=O (8-cyclopentyl-2-{[1-(methylsulfonyl)piperidin-4-yl]amino}-7-oxo-7,8-dihydropyrido[2,3-d]pyrimidin-6-yl)acetonitrile